CC(=O)C1=CC=C(C=C1)O The molecule is a monohydroxyacetophenone carrying a hydroxy substituent at position 4'. It has a role as a plant metabolite, a fungal metabolite and a mouse metabolite.